NCC1CCN(CC1)C(=O)C1=C(C=C(NC=2C=3N(C=CN2)C(=CN3)C3=C(C(=C(OCC#N)C=C3)F)F)C=C1)C 2-[4-[8-[4-[4-(aminomethyl)piperidine-1-carbonyl]-3-methyl-anilino]imidazo[1,2-a]pyrazin-3-yl]-2,3-difluoro-phenoxy]acetonitrile